N-(5-fluoro-2-methoxypyridin-3-ylsulfonyl)carbamate FC=1C=C(C(=NC1)OC)S(=O)(=O)NC([O-])=O